phenylethylisobutyrate (2-phenylethyl propionate) C1(=CC=CC=C1)CCC(C(=O)O)C.C1(=CC=CC=C1)CCOC(C(C)C)=O